6-(5-chloro-2-fluorophenyl)-3-(dimethylamino)pyridazine-4-carboxylic acid ClC=1C=CC(=C(C1)C1=CC(=C(N=N1)N(C)C)C(=O)O)F